2-[1-(3-chlorophenyl)-1-methylethyl]-4-isothiazolin-3-one ClC=1C=C(C=CC1)C(C)(C)N1SC=CC1=O